NC=1C(=C(C=C2C=C(N=CC12)NC1=NN2CC=3N(CCC2=C1)C=CN3)C=3C(=C1C(=NC3)[C@@H](C(N1)(C)C)O)C)F |r| (+/-)-6-(8-amino-3-((5,6-dihydro-11H-imidazo[1,2-a]pyrazolo[1,5-d][1,4]diazepin-8-yl)amino)-7-fluoroisoquinolin-6-yl)-2,2,7-trimethyl-2,3-dihydro-1H-pyrrolo[3,2-b]pyridin-3-ol